(3R)-3-({2-[4-bromo-2-(trifluoromethoxy)phenyl][1,2,4]triazolo[1,5-c]quinazolin-5-yl}amino)azepin-2-one BrC1=CC(=C(C=C1)C1=NN2C(=NC=3C=CC=CC3C2=N1)NC=1C(N=CC=CC1)=O)OC(F)(F)F